(1R,3R)-N1-(3-Chloro-6-methyl-6,7-dihydrospiro[cyclopenta[d]pyrazolo[1,5-a]pyrimidine-5,1'-cyclopentane]-8-yl)cyclobutane-1,3-diamine dihydrochloride Cl.Cl.ClC=1C=NN2C1N=C1C(=C2NC2CC(C2)N)CC(C12CCCC2)C